tert-butyl ((1S,2R,4S)-4-(((1S)-(2,3-dichloro-6-fluorophenyl)(3-methylbicyclo[3.1.0]hexan-3-yl)methyl)carbamoyl)-2-hydroxycyclopentyl)carbamate ClC1=C(C(=CC=C1Cl)F)[C@H](C1(CC2CC2C1)C)NC(=O)[C@@H]1C[C@H]([C@H](C1)NC(OC(C)(C)C)=O)O